{1-(cis-4-{[4-{[(3S)-3-hydroxypyrrolidin-1-yl]methyl}-6-(trifluoromethyl)pyridin-2-yl]oxy}cyclohexyl)-3-[4-(7H-pyrrolo[2,3-d]pyrimidin-4-yl)-1H-pyrazol-1-yl]azetidin-3-yl}acetonitrile O[C@@H]1CN(CC1)CC1=CC(=NC(=C1)C(F)(F)F)O[C@H]1CC[C@H](CC1)N1CC(C1)(N1N=CC(=C1)C=1C2=C(N=CN1)NC=C2)CC#N